COC(=O)C1=C(C=CC=C1)NC(C)C=1C=C(C=C2C(N(C(=NC12)N1CCN(CC1)C(=O)OC(C)(C)C)C)=O)C tert-butyl 4-(8-(1-((2-(methoxycarbonyl)phenyl)amino)ethyl)-3,6-dimethyl-4-oxo-3,4-dihydroquinazolin-2-yl)piperazine-1-carboxylate